7-cyclopropyl-2-(2-pyrimidin-2-ylpyrimidin-5-yl)-3,4-dihydro-1H-isoquinoline C1(CC1)C1=CC=C2CCN(CC2=C1)C=1C=NC(=NC1)C1=NC=CC=N1